tri-n-butylbenzyl-ammonium chloride salt [Cl-].C(CCC)[N+](CC1=CC=CC=C1)(CCCC)CCCC